3-propylhexyl 8-[(3-{[2-(methylamino)-3,4-dioxocyclobut-1-en-1-yl]amino}propyl)[8-oxo-8-(tridecan-7-yloxy)octyl]amino]octanoate CNC1=C(C(C1=O)=O)NCCCN(CCCCCCCC(=O)OCCC(CCC)CCC)CCCCCCCC(OC(CCCCCC)CCCCCC)=O